(S,6S)-6-((tert-butyldimethylsilyl)oxy)-N-((1,2,3,5,6,7-hexahydro-s-indacen-4-yl)carbamoyl)-N'-trityl-6,7-dihydro-5H-pyrazolo[5,1-b][1,3]oxazine-3-sulfonimidamide [Si](C)(C)(C(C)(C)C)O[C@H]1CN2C(OC1)=C(C=N2)[S@@](=O)(NC(NC2=C1CCCC1=CC=1CCCC21)=O)=NC(C2=CC=CC=C2)(C2=CC=CC=C2)C2=CC=CC=C2